CN1N(CCC1)C(=O)O[C@H]1C[C@H](CC1)C1=NN(C(=C1)NC(COC1=C(C(=CC(=C1)OC)O)C=O)=O)C(C)(C)C (1R,3S)-3-(1-tert-butyl-5-(2-(2-formyl-3-hydroxy-5-methoxyphenoxy)acetamido)-1H-pyrazol-3-yl)cyclopentyl 2-methylpyrazolidine-1-carboxylate